BrCC=1C=C(C(=NC1)C1CCC(CC1)(F)F)F 5-(Bromomethyl)-2-(4,4-difluorocyclohexyl)-3-fluoropyridine